C(C1=CC=CC=C1)/C(/C(=O)[O-])=C/C(=O)[O-].C(CCC)[Sn+2]CCCC Dibutyltin benzyl-maleate